(R)-7-(4-amino-4-methylpiperidin-1-yl)-4-methyl-N-(1-(2-methyl-3-(trifluoromethyl)phenyl)ethyl)phthalazin-1-amine NC1(CCN(CC1)C1=CC=C2C(=NN=C(C2=C1)N[C@H](C)C1=C(C(=CC=C1)C(F)(F)F)C)C)C